8-Bromo-2,4-dihydroxyquinoline-3-carbonitrile BrC=1C=CC=C2C(=C(C(=NC12)O)C#N)O